(2R)-2-amino-3-(pyridin-3-yl)propionic acid 2-methoxyethyl ester hydrochloride Cl.COCCOC([C@@H](CC=1C=NC=CC1)N)=O